2-(1,3-Dihydroxy-2-methylpropan-2-yl)-N'-((3,3-dimethyl-1,2,3,5,6,7-hexahydrodicyclopenta[b,e]pyridin-8-yl)carbamoyl)thiazole-5-sulfonimidamide OCC(CO)(C)C=1SC(=CN1)S(=O)(N)=NC(NC1=C2C(=NC3=C1CCC3)C(CC2)(C)C)=O